3-[3-(isopropylsulfonyl)phenyl]-3-[4-(7H-pyrrolo[2,3-d]-pyrimidin-4-yl)-1H-pyrazol-1-yl]propanenitrile trifluoroacetate FC(C(=O)O)(F)F.C(C)(C)S(=O)(=O)C=1C=C(C=CC1)C(CC#N)N1N=CC(=C1)C=1C2=C(N=CN1)NC=C2